methyl (S)-4-(1-(2-((4-fluorophenyl)ethynyl)-5,7-dihydro-4H-thieno[2,3-c]pyran-3-carboxamido)ethyl)benzoate FC1=CC=C(C=C1)C#CC1=C(C2=C(COCC2)S1)C(=O)N[C@@H](C)C1=CC=C(C(=O)OC)C=C1